COC1=CC=C2CCCNC2=C1 7-methoxy-1,2,3,4-tetrahydroquinolin